5-(pyridin-3-yl)-1,2,4-oxadiazole N1=CC(=CC=C1)C1=NC=NO1